1-(3-bromo-4-fluoro-phenyl)-7-oxo-5,6-dihydro-4H-indazole-3-carboxylic acid ethyl ester C(C)OC(=O)C1=NN(C=2C(CCCC12)=O)C1=CC(=C(C=C1)F)Br